[(4-hydroxybutyl)azanediyl]di(hexane-6,1-diyl) bis(2-hexyl decanoate) C(CCCCC)C(C(=O)OCCCCCCN(CCCCCCOC(C(CCCCCCCC)CCCCCC)=O)CCCCO)CCCCCCCC